CC1=CC=CC(=N1)C1=C(N=CN1)C=1C=C2C=C(C=NC2=CC1)C=1C=C(C(=O)OCC2CNC2)C=CC1 azetidin-3-ylmethyl 3-[6-[5-(6-methyl-2-pyridyl)-1H-imidazol-4-yl]-3-quinolyl]benzoate